N1C=CC2=CC(=CC=C12)S(=O)(=O)C=1C=C2C=NN(C(C2=CC1)=O)CC1=NNC=C1 6-((1H-indol-5-yl)sulfonyl)-2-((1H-pyrazol-3-yl)methyl)phthalazin-1(2H)-one